N-[1-(2,6-dichloropyridin-3-yl)ethylidene]-2-methylpropane-2-sulfinamide ClC1=NC(=CC=C1C(C)=NS(=O)C(C)(C)C)Cl